C(C)(C)(C)OC(=O)N1CCC(CC1)C=1C=NN(C1)C1(CCC1)C(=O)OCC 4-(1-(1-(ethoxycarbonyl)cyclobutyl)-1H-pyrazol-4-yl)piperidine-1-carboxylic acid tert-butyl ester